FC(C(=O)O)(F)F.ClC1=CN(C2=NC=C(C=C21)CNC([C@H](C)NC(=O)[C@@H]2NC[C@H](C2)CC2=CC(=CC=C2)Cl)=O)C (2R,4S)-N-((S)-1-(((3-chloro-1-methyl-1H-pyrrolo[2,3-b]pyridin-5-yl)methyl)amino)-1-oxopropan-2-yl)-4-(3-chlorobenzyl)pyrrolidine-2-carboxamide trifluoroacetate